methyl (S)-5-(1-(2-hydroxy-3-(2-methoxyethoxy)propyl)-5-methyl-1H-pyrazol-4-yl)pyrazolo[1,5-a]pyridine-3-carboxylate O[C@@H](CN1N=CC(=C1C)C1=CC=2N(C=C1)N=CC2C(=O)OC)COCCOC